N4-cyclohexyl-N2-(3,5-dichlorophenyl)-8-methylquinazoline-2,4-diamine C1(CCCCC1)NC1=NC(=NC2=C(C=CC=C12)C)NC1=CC(=CC(=C1)Cl)Cl